C1(CC1)C1=NC(=CC(=N1)C(=O)OC)CN1CC(C1)(C)F methyl 2-cyclopropyl-6-((3-fluoro-3-methylazetidin-1-yl)-methyl)pyrimidine-4-carboxylate